tert-butyl ((1R,4R)-4-((4-(3-(1-(2,6-dioxopiperidin-3-yl)-3-methyl-2-oxo-2,3-dihydro-1H-benzo[d]imidazol-5-yl)propyl)-2-oxopiperazin-1-yl)methyl)cyclohexyl)carbamate O=C1NC(CCC1N1C(N(C2=C1C=CC(=C2)CCCN2CC(N(CC2)CC2CCC(CC2)NC(OC(C)(C)C)=O)=O)C)=O)=O